OC1=C(C(=CC(=C1CN(C(OC1CCCC1)=O)C)CCCCC)O)C1C(CCC(=C1)C)C(=C)C cyclopentyl ((2,6-dihydroxy-5'-methyl-4-pentyl-2'-(prop-1-en-2-yl)-1',2',3',4'-tetrahydro-[1,1'-biphenyl]-3-yl)methyl)(methyl)carbamate